N-hydroxy-4-(5-methyl-1,3,4-thiadiazol-2-yloxy)benzamidine ONC(C1=CC=C(C=C1)OC=1SC(=NN1)C)=N